O[C@H](CC)C1=CC2=C(N=C(N=C2)NC2=CC=C(C=N2)N2C(CNCCC2)=O)C(=N1)N1CCCCC1 1-[6-[[6-[(1R)-1-hydroxypropyl]-8-piperidin-1-ylpyrido[3,4-d]pyrimidin-2-yl]amino]pyridin-3-yl]-1,4-diazepan-2-one